benzyl (S)-3-methylpiperazine-1-carboxylate C[C@H]1CN(CCN1)C(=O)OCC1=CC=CC=C1